benzyl (2S,5R)-4-(4-fluoro-N-methyl-anilino)-2,5-dimethyl-piperidine-1-carboxylate FC1=CC=C(N(C)C2C[C@@H](N(C[C@H]2C)C(=O)OCC2=CC=CC=C2)C)C=C1